aluminum tris(1-aminobutylacetate) NC(CCC)CC(=O)[O-].NC(CCC)CC(=O)[O-].NC(CCC)CC(=O)[O-].[Al+3]